FC(C1=NC(=NO1)C1=CC=C(C=C1)N1OCCC1=O)(F)F [4-[5-(trifluoromethyl)-1,2,4-oxadiazol-3-yl]phenyl]isoxazolidin-3-one